3-chlorobenzyl ((2S)-3-cyclohexyl-1-(((2S)-4-(cyclopropylamino)-1-(8-(methylsulfonyl)-2-oxo-1,8-diazaspiro[4.5]decan-3-yl)-3,4-dioxobutan-2-yl)amino)-1-oxopropan-2-yl)carbamate C1(CCCCC1)C[C@@H](C(=O)N[C@@H](CC1C(NC2(C1)CCN(CC2)S(=O)(=O)C)=O)C(C(=O)NC2CC2)=O)NC(OCC2=CC(=CC=C2)Cl)=O